2-methyl-8-(trifluoromethyl)imidazo[1,2-b]pyridazin CC=1N=C2N(N=CC=C2C(F)(F)F)C1